(αS)-1,4-Dihydro-α-(1-methylethyl)-N-[4-methyl-S-(5-methyl-1,3,4-oxadiazol-2-yl)-2-thiazolyl]-2,4-dioxo-3(2H)-quinazolineacetamide CC(C)[C@@H](C(=O)NC=1S(C=C(N1)C)C=1OC(=NN1)C)N1C(NC2=CC=CC=C2C1=O)=O